(1S,4R)-4-[2-amino-6-(cyclopropylamino)-9H-purin-9-yl]-2-cyclopentene-1-methanol sulfate S(=O)(=O)(O)OC[C@@H]1C=C[C@@H](C1)N1C2=NC(=NC(=C2N=C1)NC1CC1)N